(2S,3S,5R)-5-(6-amino-2-fluoropurin-9-yl)-3-[(tert-butyldimethylsilyl)oxy]oxolane-2-carbaldehyde NC1=C2N=CN(C2=NC(=N1)F)[C@H]1C[C@@H]([C@H](O1)C=O)O[Si](C)(C)C(C)(C)C